ClC=1SC2=C(N1)C=CC(=C2)O 2-chlorobenzo[d]thiazol-6-ol